(4-{[4-Cyano-1-(2-trimethylsilyl-ethoxymethyl)-1H-imidazole-2-carbonyl]-amino}-3-cyclohex-1-enyl-phenyl)-piperidine-1-carboxylic acid tert-butyl ester C(C)(C)(C)OC(=O)N1C(CCCC1)C1=CC(=C(C=C1)NC(=O)C=1N(C=C(N1)C#N)COCC[Si](C)(C)C)C1=CCCCC1